(S)-2-amino-2-methyldec-9-enoic acid N[C@](C(=O)O)(CCCCCCC=C)C